ClC=1C=CC(=C(C1)NC(=O)C1=NN(C=C1)C)OCCOC N-(5-chloro-2-(2-methoxyethoxy)phenyl)-1-methyl-1H-pyrazole-3-carboxamide